N-(7-(5-(6-ethoxy-1H-pyrazolo[3',4':3,4]pyrazolo[1,5-a]pyridin-4-yl)pyridin-2-yl)-2,7-diazaspiro[4.5]decan-2-yl)-2-chloro-6-fluorobenzamide C(C)OC=1C=C(C=2N(C1)N=C1C2C=NN1)C=1C=CC(=NC1)N1CC2(CCN(C2)NC(C2=C(C=CC=C2F)Cl)=O)CCC1